bis(2,4-di-tert-butyl-6-methylphenyl) ethylphosphite C(C)P(OC1=C(C=C(C=C1C)C(C)(C)C)C(C)(C)C)(OC1=C(C=C(C=C1C)C(C)(C)C)C(C)(C)C)[O-]